4-[[(2R,3S,4R,5R)-3-[2-(Cyclobutoxy)-3,4-difluorophenyl]-4,5-dimethyl-5-(trifluoromethyl)tetrahydrofuran-2-carbonyl]amino]pyridin-2-carboxamid C1(CCC1)OC1=C(C=CC(=C1F)F)[C@H]1[C@@H](O[C@]([C@@H]1C)(C(F)(F)F)C)C(=O)NC1=CC(=NC=C1)C(=O)N